C1(CC1)C1=NC=NC(=C1C=1C=C2C(=CN1)N(C=C2O)COCC[Si](C)(C)C)OC 5-(4-cyclopropyl-6-methoxy-pyrimidin-5-yl)-1-(2-trimethylsilylethoxymethyl)pyrrolo[2,3-c]pyridin-3-ol